F[C@H]1CN(CC[C@@]1(C)O)C1=NC=CC(=N1)NC=1N=CC2=C(C=CC(=C2C1)C(C)C)N1[C@@H]([C@H](C1)C#N)C (2R,3S)-1-(3-((2-((3S,4R)-3-fluoro-4-hydroxy-4-methylpiperidin-1-yl)pyrimidin-4-yl)amino)-5-isopropylisoquinolin-8-yl)-2-methylazetidine-3-carbonitrile